4-(1,1,1,3,3,3-hexafluoro-2-hydroxypropan-2-yl)-N,N-dipropylbenzenesulfonamide FC(C(C(F)(F)F)(O)C1=CC=C(C=C1)S(=O)(=O)N(CCC)CCC)(F)F